ClC=1C=C(C=CC1F)NC(N(C)[C@H](C)C1=CN(C(C2=CC(=CC=C12)F)=O)C)=O (R)-3-(3-chloro-4-fluorophenyl)-1-(1-(7-fluoro-2-methyl-1-oxo-1,2-dihydroisoquinolin-4-yl)ethyl)-1-methyl-urea